(Z)-heptatriaconta-6,9,28,31-tetraen-19-yl 4-(dimethylamino)butanoate CN(CCCC(=O)OC(CCCCCCCCC=CC\C=C/CCCCC)CCCCCCCCC=CCC=CCCCCC)C